C(#N)C=1C=C(C=CC1F)C=1C(=CC=CC1N1CC(C1)OC1=CC=C(C=C1)CO)C(=O)O 3'-cyano-4'-fluoro-6-(3-(4-(hydroxymethyl)phenoxy)azetidin-1-yl)-[1,1'-biphenyl]-2-formic acid